C1(CCCCC1)NC(CCN1N=C(C=CC1=O)C1=CC=CC=C1)=O N-cyclohexyl-3-(6-oxo-3-phenylpyridazin-1(6H)-yl)propanamide